3-(4-ethylcyclohexyloxy)-1,2-propanediol C(C)C1CCC(CC1)OCC(CO)O